N1=CC=CC2=CC=NC(=C12)C(=O)O [1,7]Naphthyridine-8-carboxylic acid